COC=1C(NC(NC1)=O)=O 5-methoxy-uracil